4-(6-(Ethyl-(isopropyl)amino)-4-isopropylpyridinamido)benzoic acid C(C)N(C1=CC(=CC(=N1)C(=O)NC1=CC=C(C(=O)O)C=C1)C(C)C)C(C)C